N1(CCCCCC1)C1=C(C=CC(=C1)[N+](=O)[O-])C=1N(C(=NN1)S)C 5-[2-(azepan-1-yl)-4-nitrophenyl]-4-methyl-1,2,4-triazole-3-thiol